3-fluoro-5-((tetrahydrofuran-2-yl)methyl)-5,6-dihydrobenzo[4,5]imidazo[2,1-a]isoquinoline-5-carboxylate FC1=CC=2C(CN3C(C2C=C1)=NC1=C3C=CC=C1)(C(=O)[O-])CC1OCCC1